(R)-N-(5-(6-(1-hydroxypropyl)-4-methylpyridin-3-yl)thiazolo[4,5-e][1,2,4]triazolo[1,5-a]pyridin-2-yl)cyclopropanecarboxamide O[C@H](CC)C1=CC(=C(C=N1)C=1C=2N(C3=C(C1)N=C(S3)NC(=O)C3CC3)N=CN2)C